trans-α-ocimene CC(=C)CC/C=C(\C)/C=C